ClCC=1SC(=NN1)C1=CC(=C(C(=C1)F)F)F 2-(chloromethyl)-5-(3,4,5-trifluorophenyl)-1,3,4-thiadiazole